C(CCOC1=CC=C(C=C1C=1C(=C(C=C(C1)C(C)(CC(C)(C)C)C)N1C2=CC=C(C=C2C=2C=C(C=CC12)C(C)(C)C)C(C)(C)C)O)F)OC1(CC=2C=3C=C(C=CC3N(C2C=C1)C1=C(C(=CC(=C1)C(C)(CC(C)(C)C)C)C1=CC(=CC=C1)F)O)C(C)(C)C)C(C)(C)C 6',6'-(propane-1,3-diylbis(oxy))bis(3-(3,6-di-tert-butyl-9H-carbazol-9-yl)-3'-fluoro-5-(2,4,4-trimethylpent-2-yl)-[1,1'-biphenyl]-2-ol)